nicotinaldehyde O-(2,2,2-trifluoroethyl)oxime FC(CON=CC1=CN=CC=C1)(F)F